3-(4-((S)-4-(2-(1-aminopiperidin-4-yl)ethyl)-2-methylpiperazin-1-yl)phenyl)piperidine-2,6-dione NN1CCC(CC1)CCN1C[C@@H](N(CC1)C1=CC=C(C=C1)C1C(NC(CC1)=O)=O)C